FC(OC1=C(C(=O)N[C@H]2[C@H](C2)F)C(=CC(=C1)C=1C=NN2C1C=CC(=C2)C(C)(C)NCCO)OC)F 2-(difluoromethoxy)-N-[(1R,2S)-2-fluorocyclopropyl]-4-[6-[1-(2-hydroxyethylamino)-1-methylethyl]pyrazolo[1,5-a]pyridin-3-yl]-6-methoxybenzamide